C(C(=O)O)(=O)O.BrC=1C(=C(C=CC1)C1=NN(C=N1)C)OC 3-(3-Bromo-2-methoxyphenyl)-1-methyl-1H-1,2,4-triazole oxalate